ClC1=NC=C(C(=N1)C1=CC2=C(C3(N(C2=O)C)CC3=O)S1)C 2'-(2-Chloro-5-methylpyrimidin-4-yl)-5'-methylspiro[cyclopropane-1,6'-thieno[2,3-c]pyrrol]-4'(5'H)-oneON